3,7-diethyl-3-methyl-4,6-nonanedione C(C)C(CC)(C(CC(C(CC)CC)=O)=O)C